diethoxymethoxychlorosilane C(C)OC(O[SiH2]Cl)OCC